(S)-2-((((9H-Fluoren-9-yl)methoxy)carbonyl)amino)-6-((1-(4,4-dimethyl-2,6-dioxocyclohexylidene)-3-methylbutyl)amino)hexanoic acid C1=CC=CC=2C3=CC=CC=C3C(C12)COC(=O)N[C@H](C(=O)O)CCCCNC(CC(C)C)=C1C(CC(CC1=O)(C)C)=O